2-[6-(Azetidin-3-yl)-3-methyl-[1,2,4]triazolo[4,3-a]pyridin-8-yl]-N-ethyl-5-fluoro-N-(isopropyl)benzamide N1CC(C1)C=1C=C(C=2N(C1)C(=NN2)C)C2=C(C(=O)N(C(C)C)CC)C=C(C=C2)F